FC(C(=O)O)(F)F.FC(C1(CC1)COC1CCNCC12CC2)(F)F 8-[[1-(trifluoromethyl)cyclopropyl]methoxy]-5-azaspiro[2.5]octane trifluoroacetate salt